COC=1C=C(C=C(C1OC)OC)C1=C2C=CC=CC2=C(C2=CC=CC=C12)C#N 10-(3,4,5-trimethoxyphenyl)anthracene-9-carbonitrile